(R)-1-(8-Phenyl-2-(4-(prop-2-yn-1-yloxy)benzoyl)-2,6-diazaspiro[3.4]octan-6-yl)prop-2-en-1-one C1(=CC=CC=C1)[C@H]1CN(CC12CN(C2)C(C2=CC=C(C=C2)OCC#C)=O)C(C=C)=O